FC(CC[C@H]1N(S(C2=C(N(C1)C1=CC=C(C=C1)F)C=C(C(=C2)OCC2(CC2)C(=O)O)C(F)(F)F)(=O)=O)C)(C)F (R)-1-(((3-(3,3-difluorobutyl)-5-(4-fluorophenyl)-2-methyl-1,1-dioxido-7-(trifluoromethyl)-2,3,4,5-tetrahydrobenzo[f][1,2,5]thiadiazepin-8-yl)oxy)methyl)cyclopropanecarboxylic acid